C(C=1C(O)=CC=CC1)(=O)[O-].C(C=1C(O)=CC=CC1)(=O)[O-].C(CN)N.[Mn+2] manganese (II) ethylenediamine disalicylate